2-methyl-N-[(1-methyl-1H-indol-7-yl)methyl]propane-2-sulfinamide CC(C)(C)S(=O)NCC=1C=CC=C2C=CN(C12)C